3-{[2-(5-bromo-2-hydroxyphenyl)imidazo[1,2-a]pyrazin-3-yl]amino}benzoic acid BrC=1C=CC(=C(C1)C=1N=C2N(C=CN=C2)C1NC=1C=C(C(=O)O)C=CC1)O